COC1=C(C=CC(=C1)C(F)(F)F)CCC(C)=O 4-(2-methoxy-4-trifluoromethyl-phenyl)-butan-2-one